CC(C1=CC=CC=C1)SC(C1=CC=CC=C1)C di(methylbenzyl) sulfide